methyl (1-diazoethyl) phosphonate P(OC)(OC(C)=[N+]=[N-])=O